3-Hydroxy-4,4-dimethyl-N-((S)-1-(3-(2,2,2-trifluoroethoxy)phenyl)ethyl)pentanamide OC(CC(=O)N[C@@H](C)C1=CC(=CC=C1)OCC(F)(F)F)C(C)(C)C